FC=1C(=CC=2C3=C(NC(C2C1)=O)COCC3N(C(=O)C=3C=NN(C3)C)C)F N-(8,9-difluoro-6-oxo-1,4,5,6-tetrahydro-2H-pyrano[3,4-c]isoquinolin-1-yl)-N,1-dimethyl-1H-pyrazole-4-carboxamide